CC1=C(COC=2C=C(C(=O)O)C=CC2)C(=CC=C1)C 3-((2,6-dimethylbenzyl)oxy)benzoic acid